NC1=NC=CC=C1C1=NC=2C(=NC(=CC2)C2=CC=C(C=C2)F)N1C1=CC=C(CN2CCC(CC2)N(C2=NC(=NC=C2)C#N)C)C=C1 4-((1-(4-(2-(2-aminopyridin-3-yl)-5-(4-fluorophenyl)-3H-imidazo[4,5-b]pyridin-3-yl)benzyl)piperidin-4-yl)(methyl)amino)pyrimidine-2-carbonitrile